N1CC(C1)OC1=C(C=C2C(=NC(=NC2=C1)C)N[C@H](C)C=1C(=C(C=CC1)C(C(C)(O)C)(F)F)F)OCCOC (R)-1-(3-(1-((7-(Azetidin-3-yloxy)-6-(2-methoxyethoxy)-2-methylquinazolin-4-yl)amino)ethyl)-2-fluorophenyl)-1,1-difluoro-2-methylpropan-2-ol